C(C=C)(=O)OC(C(C(CCOC(C=C)=O)(F)F)(F)F)(F)F hexafluoro-1,5-pentanediol diacrylate